C(C)C1(COC1)COCC1(COC1)CC bis((3-ethyloxetan-3-yl) methyl) ether